(1-(6-(4-methoxyphenyl)-2-(pyridin-3-yl)pyrimidin-4-yl)piperidin-4-yl)methanol COC1=CC=C(C=C1)C1=CC(=NC(=N1)C=1C=NC=CC1)N1CCC(CC1)CO